FC(C1=NN(C=C1C(=O)O)C)F 3-(difluoromethyl)-1-methyl-1H-pyrazole-4-formic acid